6-bromo-2-(2-chloro-5-fluorophenoxy)-3-(((4-methoxyphenyl)methoxy)methyl)aniline BrC1=CC=C(C(=C1N)OC1=C(C=CC(=C1)F)Cl)COCC1=CC=C(C=C1)OC